1-[6-(2-Methylpyrazol-3-yl)pyrimidin-4-yl]piperidine-4-carboxylic acid CN1N=CC=C1C1=CC(=NC=N1)N1CCC(CC1)C(=O)O